O=C1NC(CCC1C1=CC=C(C=C1)C1CCN(CC1)CCN1CCC(CC1)N1CCC(CC1)NC=1C=C2C(N(C(C2=CC1)=O)[C@H](CS(=O)(=O)C)C1=CC(=C(C=C1)OC)OCC)=O)=O 5-((1'-(2-(4-(4-(2,6-Dioxopiperidin-3-yl)phenyl)piperidin-1-yl)ethyl)-[1,4'-bipiperidin]-4-yl)amino)-2-((S)-1-(3-ethoxy-4-methoxyphenyl)-2-(methylsulfonyl)ethyl)-isoindoline-1,3-dione